7-amino-8-Bromo-3,4-dihydro-1H-isoquinoline-2-carboxylic acid tert-butyl ester C(C)(C)(C)OC(=O)N1CC2=C(C(=CC=C2CC1)N)Br